C1(CC1)N1N=C(C(C(=C1)C1=CC=C(C=C1)F)=O)C(=O)NC=1C=NC(=CC1)OC1=CC=NC2=CC(=C(C=C12)C)C 1-cyclopropyl-N-(6-((6,7-dimethylquinolin-4-yl)oxy)pyridin-3-yl)-5-(4-fluorophenyl)-4-oxo-1,4-dihydropyridazine-3-carboxamide